CN(C)C[C@@H]1O[C@H](CN(C1)C=1N=CN2C1C=CC(=C2)S(=O)(=O)NC2(COC2)C)C (2s,6s)-2-((dimethylamino)methyl)-6-methylmorpholino-N-(3-methyloxetan-3-yl)imidazo[1,5-a]pyridine-6-sulfonamide